(2E)-3-[2-(1,3-dioxolan-2-yl)-5-methoxy-3-[(4-methoxyphenyl)methoxy]phenyl]prop-2-enoic acid O1C(OCC1)C1=C(C=C(C=C1OCC1=CC=C(C=C1)OC)OC)/C=C/C(=O)O